FC=1C=C(C=C(C1CN1C(=NC=2C=NC(=C(C21)C)C)C)F)S(=O)(=O)N 3,5-difluoro-4-((2,6,7-trimethyl-1H-imidazo[4,5-c]pyridin-1-yl)methyl)benzenesulfonamide